N1N=C(C2=CC=CC=C12)C1CCN(CC1)C1=CC=C2C(=N1)N=C(S2)N2CCOCC2 4-(5-(4-(1H-indazol-3-yl)piperidin-1-yl)thiazolo[4,5-b]pyridin-2-yl)morpholine